C1(=CC=CC=C1)C(C(=O)N1[C@@H]2CC([C@H]([C@H]1C(=O)O)CC2)OC2=CC=C(C=C2)[N+](=O)[O-])C2=CC=CC=C2 (1S,3S,4S)-2-(2,2-diphenylacetyl)-5-(4-nitrophenoxy)-2-azabicyclo[2.2.2]octane-3-carboxylic acid